COC(=O)[C@@H]1C2(CC([C@@H](N1)C1=CC=C(C=C1)Cl)(C2)C(C2=CC=C(C=C2)Cl)=O)C2=CC=CC=C2 methyl-(2S,4S)-5-(4-chlorobenzoyl)-4-(4-chlorophenyl)-1-phenyl-3-azabicyclo[3.1.1]heptane-2-carboxylate